C(CC(C)C)(=O)N isovalerylamine